N1(N=CN=C1)CC12CC(N(C2C1)C(CNC(=O)C=1C=CC=2C(C3=CC=CC=C3C2C1)(F)F)=O)C(=O)[O-] 5-((1H-1,2,4-triazol-1-yl)methyl)-2-((9,9-difluoro-9H-fluorene-3-carbonyl)glycyl)-2-azabicyclo[3.1.0]hexane-3-carboxylate